NC1=C(C=C(CNC(OCCCC)=O)C=C1)C(NC1C(NC(CC1)=O)=O)=O butyl (4-amino-3-((2,6-dioxopiperidin-3-yl)carbamoyl) benzyl)carbamate